4-cyclopropyl-2-(4,6-dichloro-5-methoxypyrimidin-2-yl)thiazole C1(CC1)C=1N=C(SC1)C1=NC(=C(C(=N1)Cl)OC)Cl